ClC1=CC(=C(C=C1F)CC#N)F 2-(4-chloro-2,5-difluorophenyl)acetonitrile